C(OCCN1CCN(CC1)S(=O)(=O)C1=CC(=C(C=C1)OCCC)C=1NC(C2=C(N1)C(=CN2CC)CCC)=O)(OC2=CC=C(C=C2)[N+](=O)[O-])=O 2-(4-((3-(5-ethyl-4-oxo-7-propyl-4,5-dihydro-3H-pyrrolo[3,2-d]pyrimidin-2-yl)-4-propoxyphenyl)sulfonyl) piperazin-1-yl)ethyl (4-nitrophenyl) carbonate